C(C)(C)(C)OC(=O)N1[C@@H](CN([C@H](C1)C)C=1C2=C(N(C(N1)=O)CC1=CC=C(C=C1)OC)C=CC(=N2)C#N)CC (2r,5s)-4-(6-cyano-1-(4-methoxybenzyl)-2-oxo-1,2-dihydropyrido[3,2-d]pyrimidin-4-yl)-2-ethyl-5-methylpiperazine-1-carboxylic acid tert-butyl ester